4-(4-(3,5-dimethoxybenzyl)-4,5-dihydronaphtho[3,2,1-cd]indol-5-yl)morpholine COC=1C=C(CN2C(C=3C=4C(=CC=CC24)C2=CC=CC=C2C3)N3CCOCC3)C=C(C1)OC